cis-2-bromo-5-(2,6-difluorophenyl)-7-fluoro-6,7-dihydro-5H-pyrrolo[1,2-b][1,2,4]triazole BrC=1N=C2N(N1)[C@@H](C[C@@H]2F)C2=C(C=CC=C2F)F